N-methylacetamide, lithium salt [Li].CNC(C)=O